CC=1OC2=C(N1)C(=CC(=C2)C=2C=C1C=CN(C(C1=C(C2)F)=O)C2CCN(C1(CC1)C2)C(=O)OC(C)(C)C)C tert-butyl 7-[6-(2,4-dimethyl-1,3-benzoxazol-6-yl)-8-fluoro-1-oxoisoquinolin-2-yl]-4-azaspiro[2.5]octane-4-carboxylate